5-((1R,2R)-2-hydroxycyclobutyl)-N3-methyl-1-((S)-1-phenylethyl)-1H-pyrazole-3,5-dicarboxamide O[C@H]1[C@H](CC1)C1(C=C(NN1[C@@H](C)C1=CC=CC=C1)C(=O)NC)C(=O)N